Cl.Cl.C1(CCCCC1)C1N=C(NC1)SCC1=CSC=2N1CC1=C(CN2)C=CC=C1 3-(((4-cyclohexyl-4,5-dihydro-1H-imidazol-2-yl)thio)methyl)-5,10-dihydrobenzo[e]thiazolo[3,2-a][1,3]diazepine dihydrochloride